4-sulfanylphenol SC1=CC=C(C=C1)O